2,6-dichloro-N-(5-chloro-6-(4-cyanophenoxy)pyrimidin-4-yl)benzamide ClC1=C(C(=O)NC2=NC=NC(=C2Cl)OC2=CC=C(C=C2)C#N)C(=CC=C1)Cl